ClC=1C=C(C=CC1)C(CC1=CC(=CC=C1)Cl)OC(=O)N[C@H](C(=O)OC)CC1CCCCC1 methyl (2S)-2-(((1,2-bis(3-chlorophenyl) ethoxy) carbonyl) amino)-3-cyclohexylpropanoate